(1S,3S)-3-((6-(1-methyl-5-((((4,4,4-trifluoro-2-methylbutoxy)carbonyl)amino)methyl)-1H-1,2,3-triazol-4-yl)pyridin-3-yl)oxy)cyclohexanecarboxylic acid CN1N=NC(=C1CNC(=O)OCC(CC(F)(F)F)C)C1=CC=C(C=N1)O[C@@H]1C[C@H](CCC1)C(=O)O